Cl.N[C@@H](C(=O)N1CCC(CC1)C1=C(N(C=C1)S(N)(=O)=O)C(=O)O)C 3-[1-[(2R)-2-Aminopropanoyl]-4-piperidyl]-1-sulfamoyl-pyrrole-2-carboxylic acid hydrochloride